(R)-4-(3-methylmorpholino)-2-(1H-pyrazol-3-yl)-6-(3,3,3-trifluoropropyl)-8,9-dihydro-1,3,6,9a-tetraazabenzo[cd]azulene-7(6H)-one C[C@@H]1COCCN1C=1C=C2C3=C(C(=NN3CCC(N2CCC(F)(F)F)=O)C2=NNC=C2)N1